FC1=CC=C(C=C1)C=1OC(C(N1)(C)C)=O 2-(4-fluorophenyl)-4,4-dimethyl-2-oxazoline-5-one